6-[4-[(2S)-2-[(tert-butoxycarbonyl)-amino]-4-carbamoylbutoxy]3-fluorophenyl]hex-anoic acid C(C)(C)(C)OC(=O)N[C@H](COC1=C(C=C(C=C1)CCCCCC(=O)O)F)CCC(N)=O